2-(6-methylpyridin-2-yl)acetamide CC1=CC=CC(=N1)CC(=O)N